FC1=C(C=CC=C1CO)C1=C(C(=CC=C1)NC(=O)C=1SC=2CNCCC2N1)C N-[2'-Fluoro-3'-(hydroxymethyl)-2-methylbiphenyl-3-yl]-4,5,6,7-tetrahydro[1,3]thiazolo[5,4-c]pyridin-2-carboxamid